ClC1=CC=2N(C=C1)C=NC2CC(=O)NC2=NC=CC(=C2)OCC=2N=C1N(C=C(C=C1)C1CC1)C2 2-(7-chloroimidazo[1,5-a]pyridin-1-yl)-N-(4-((6-cyclopropylimidazo[1,2-a]pyridin-2-yl)methoxy)pyridin-2-yl)acetamide